4-(5-(difluoromethyl)-1,2,4-oxadiazol-3-yl)pyridine-2(1H)-On FC(C1=NC(=NO1)C1=CC(NC=C1)=O)F